CC1CC1N1SC2=C(C1=O)C=CC=C2 2-(3-methylcyclopropyl)benzo[d]isothiazol-3(2H)-one